methyl 7-bromo-6-fluoro-2-methoxyquinoline-3-carboxylate BrC1=C(C=C2C=C(C(=NC2=C1)OC)C(=O)OC)F